ethyl 4-oxo-1-[4-(trifluoromethoxy)phenyl]-5-[4-(trifluoromethyl)triazol-1-yl]cinnoline-3-carboxylate O=C1C(=NN(C2=CC=CC(=C12)N1N=NC(=C1)C(F)(F)F)C1=CC=C(C=C1)OC(F)(F)F)C(=O)OCC